6-(2,5-Dimethyl-4-((4-phenyl-1H-pyrazol-1-yl)methyl)thiophene-3-carboxamido)spiro[3.3]heptane CC=1SC(=C(C1C(=O)NC1CC2(CCC2)C1)CN1N=CC(=C1)C1=CC=CC=C1)C